C(C)(C)(C)OC(=O)N1C(C=2CNCC2C1)S(=O)(=O)C1=NC(=CC=C1)C (6-methylpyridine-2-sulfonyl)-1H,2H,3H,4H,5H,6H-pyrrolo[3,4-c]pyrrole-2-carboxylic acid tert-butyl ester